O=S1(CC(C1)NC(=O)C=1C=CC2=C(N(C(=N2)C2=C(C(=C(C(=C2)OC)O)O)F)C2(COC2)C)C1)=O N-(1,1-dioxidothietan-3-yl)-2-(2-fluoro-3,4-dihydroxy-5-methoxyphenyl)-1-(3-methyloxetan-3-yl)-1H-benzo[d]imidazole-6-carboxamide